F[C@@H]1[C@H](C1)C1=NC(=NO1)C=1C=CC(=C(C1)NC(=O)C1=CN=C2N1C=CC(=C2)[C@H]2[C@@H](C2)CO)C N-[5-[5-[(1R,2S)-2-fluorocyclopropyl]-1,2,4-oxadiazol-3-yl]-2-methyl-phenyl]-7-[(1R,2R)-2-(hydroxymethyl)cyclopropyl]imidazo[1,2-a]pyridine-3-carboxamide